N-(1-ethyl)-5-chloro-2-methoxy-N-methylnicotinamide C(C)N(C(C1=C(N=CC(=C1)Cl)OC)=O)C